C(C)(C)C1=CC(=NN1C1=CC=C(C=C1)OC(F)(F)F)N1CCN(CCC1)CCN1CCOCC1 4-[2-[4-[5-isopropyl-1-[4-(trifluoromethoxy)phenyl]pyrazol-3-yl]-1,4-diazepan-1-yl]ethyl]morpholine